ClC1=C(C(=O)NC2=CC=C(C=C2)N2C3=C(NC(CC2=O)=O)C2=CC=CC=C2C=C3)C=CC=C1OC 5-[4-(2-chloro-3-methoxybenzoylamino)phenyl]-1H-naphtho[1,2-b][1,4]diazepine-2,4(3H,5h)-dione